CN1C(C2(CC1)CCNCC2)=O 2-methyl-1-oxo-2,8-diazaspiro[4.5]decan